ClC1=C(C(=CC=C1Cl)F)[C@]1(CN(CC1)C(C=C)=O)NC=1C=C2C(N(C=NC2=CC1)C1CCOCC1)=O 6-{[(3R)-3-(2,3-Dichloro-6-fluorophenyl)-1-(prop-2-enoyl)pyrrolidin-3-yl]amino}-3-(oxan-4-yl)quinazolin-4-one